1-[(3S)-3-[(5-bromo-3-methoxypyrazin-2-yl)amino]pyrrolidin-1-yl]ethanone BrC=1N=C(C(=NC1)N[C@@H]1CN(CC1)C(C)=O)OC